N[C@@H]1C[C@H](C1)CN1CC2C(C1)CC(C2)C2=CN(C1=CN=CC=C12)C1=C(C(=O)NC)C=C(C=C1)F 2-(3-(2-((trans-3-aminocyclobutyl)methyl)octahydrocyclopenta[c]pyrrol-5-yl)-1H-pyrrolo[2,3-c]pyridin-1-yl)-5-fluoro-N-methylbenzamide